1-ethyl-9H-pyrido[3,4-b]indole-3-carboxamide C(C)C1=NC(=CC2=C1NC1=CC=CC=C21)C(=O)N